rac-6-(((6-cyclopropylimidazo[1,2-a]pyridin-2-yl)methyl)(methyl)amino)-3-((1S*,2S*)-2-(4-methylpyrimidin-2-yl)cyclopropyl)-4H-benzo[e][1,2,4]thiadiazine 1,1-dioxide C1(CC1)C=1C=CC=2N(C1)C=C(N2)CN(C=2C=CC1=C(NC(=NS1(=O)=O)[C@@H]1[C@H](C1)C1=NC=CC(=N1)C)C2)C |r|